CC1=CC=C(C=C1)C1=NNC(=N1)C1=CC=CC=C1 3-(4-methylphenyl)-5-phenyl-1H-1,2,4-triazole